ClC=1C=C2C(=C(C=NC2=CN1)C#N)NC1=C(C(=CC=C1)Cl)F 6-Chloro-4-((3-chloro-2-fluorophenyl)amino)-1,7-naphthyridine-3-carbonitrile